F[C@@H]1CN(C[C@@H]([C@@H]1O)OC)C1=NC=CC(=N1)NC=1N=CC2=C(C=CC(=C2C1)C(C)C)N1CC(C1)CS(=O)(=O)C (3R,4S,5S)-3-fluoro-1-[4-({8-[3-(methanesulfonylmeth-yl)azetidin-1-yl]-5-(propan-2-yl)isoquinolin-3-yl}amino)pyrimidin-2-yl]-5-methoxypiperidin-4-ol